potassium 1,2-benzoquinone C1(C(C=CC=C1)=O)=O.[K]